N-(4-fluorobenzyl)-1H-indole-6-carboxamide FC1=CC=C(CNC(=O)C2=CC=C3C=CNC3=C2)C=C1